ClN1C(CC(CC1(C)C)OC(C=C)=O)(C)C N-chloro-2,2,6,6-tetramethyl-4-piperidylacrylate